CC1(CC2NCCC1NC2)C 9,9-dimethyl-2,6-diazabicyclo[3.2.2]nonane